Cl.C[N+](CCCCCCCCCCCC)(C)C trimethyl-laurylammonium hydrochloride